4-bromo-6-fluoro-5-(4-fluoro-3-(1-(tetrahydro-2H-pyran-2-yl)-1H-pyrazol-3-yl)phenoxy)-1H-indole BrC1=C2C=CNC2=CC(=C1OC1=CC(=C(C=C1)F)C1=NN(C=C1)C1OCCCC1)F